2-(4-(2-(5-chlorothien-2-yl)ethyl)piperazin-1-yl)-1-(4-(2-methoxybenzyl)piperazin-1-yl)ethan-1-one ClC1=CC=C(S1)CCN1CCN(CC1)CC(=O)N1CCN(CC1)CC1=C(C=CC=C1)OC